C(=C)OC1=CC=C(C=C1)S(=O)(=O)[O-].[Na+] sodium 4-vinyloxybenzenesulfonate